(R)-4-((dimethylamino)methyl)-N'-((1,2,3,5,6,7-hexahydro-s-indacen-4-yl)carbamoyl)-2-methoxybenzene-sulfonimidamide CN(C)CC1=CC(=C(C=C1)[S@@](=O)(N)=NC(NC1=C2CCCC2=CC=2CCCC12)=O)OC